(bis(4-methoxyphenyl)methyl)formamide COC1=CC=C(C=C1)C(C1=CC=C(C=C1)OC)NC=O